C1(=CC=CC=C1)S(=O)(=O)OC1=C(C=CC=C1)NC(=O)NC1=CC=C(C=C1)OS(=O)(=O)C1=CC=CC=C1 N-[2-(benzenesulfonyloxy)phenyl]-N'-[4-(benzenesulfonyloxy)phenyl]urea